1-[2-cyano-4-(trifluoromethyl)phenyl]-4-[6-(1-methyl-1H-pyrrol-2-yl)pyridine-3-yl]-N-[(3S)-1-methylpyrrolidin-3-yl]Piperidine-4-carboxamide C(#N)C1=C(C=CC(=C1)C(F)(F)F)N1CCC(CC1)(C(=O)N[C@@H]1CN(CC1)C)C=1C=NC(=CC1)C=1N(C=CC1)C